O=C1OCCC1NC(=O)N 1-(2-oxotetrahydrofuran-3-yl)urea